N-((1H-indazol-6-yl)methyl)-4-((dimethylamino)methyl)-N-(3-methoxybenzyl)aniline N1N=CC2=CC=C(C=C12)CN(C1=CC=C(C=C1)CN(C)C)CC1=CC(=CC=C1)OC